Cl.NC1=NN(C(=N1)C(C)N1C(C2=CC=CC=C2C1=O)=O)C1=CC=C(C=N1)C#N 2-[1-[3-amino-1-(3-cyano-pyridin-6-yl)-1H-1,2,4-triazol-5-yl]ethyl]-1H-isoindole-1,3(2H)-dione-hydrochloride